2-(Hydroxy)-3-(n-butoxy-propan-1-yl)-3-(4-vinylbenzyl)-1H-imidazolium iodid [I-].OC1NC=C[N+]1(CC1=CC=C(C=C1)C=C)CCCOCCCC